C(C)(C)(C)OC(=O)NC1CC(C1)OC(C1=CC=CC=C1)=O (1R,3R)-3-((tert-butoxycarbonyl)amino)cyclobutylbenzoate